OC(C)(C)C=1C(=CC2=CN(N=C2C1)CCS(=O)(=O)C)NC(=O)C1=NC(=CC=C1)C(F)(F)F N-{6-(2-Hydroxypropan-2-yl)-2-[2-(methylsulfonyl)ethyl]-2H-indazol-5-yl}-6-(trifluoromethyl)pyridin-2-carboxamide